ethyl 2-(2-((7-(3-(aminomethyl)phenyl)-4-(pyridin-4-ylmethoxy)benzofuran-5-yl)methoxy)phenyl)acetate NCC=1C=C(C=CC1)C1=CC(=C(C=2C=COC21)OCC2=CC=NC=C2)COC2=C(C=CC=C2)CC(=O)OCC